Cl.FC=1C=C(C#N)C=CC1COC1=NC(=CC=C1)C1CCNCC1 3-fluoro-4-(((6-(piperidin-4-yl)pyridinyl)oxy)methyl)benzonitrile hydrogenchloride salt